S-methylsulfonamide CS(=O)(=O)N